BrC=1C=C(C=C2CCCN(C12)C1CN(CC1)C(=O)OCCCC)Cl butyl 3-(8-bromo-6-chloro-3,4-dihydroquinolin-1(2H)-yl)pyrrolidine-1-carboxylate